Ethyl-Ortho-Silicate C(C)O[Si]([O-])([O-])[O-]